(R)-2-(3-fluoro-5-isopropyl-2-methoxyphenyl)-2-((S)-3-(methyl(5-(5,6,7,8-tetrahydro-1,8-naphthyridin-2-yl)pentyl)amino)pyrrolidin-1-yl)acetic acid FC=1C(=C(C=C(C1)C(C)C)[C@H](C(=O)O)N1C[C@H](CC1)N(CCCCCC1=NC=2NCCCC2C=C1)C)OC